(S)-2-(4-(4-chlorophenyl)-2,3,9-trimethyl-6H-thieno[3,2-f][1,2,4]triazolo[4,3-a][1,4]diazepin-6-yl)ethan-1-ol ClC1=CC=C(C=C1)C1=N[C@H](C=2N(C3=C1C(=C(S3)C)C)C(=NN2)C)CCO